ClC1=CC=C2C(=N1)NC([C@@]2(C)C2=C(C=CC(=C2)Cl)OC)=O (3R)-6-chloro-3-(5-chloro-2-methoxyphenyl)-3-methyl-1H-pyrrolo[2,3-b]pyridin-2(3H)-one